Methyl 2-methyl-2-(3-((4-((2-methyl-4-(6-methylpyridin-2-yl)thiazol-5-yl)oxy)pyridin-2-yl)amino)phenyl)propanoate CC(C(=O)OC)(C)C1=CC(=CC=C1)NC1=NC=CC(=C1)OC1=C(N=C(S1)C)C1=NC(=CC=C1)C